tert-butyl N-[1-[1-(benzenesulfonyl)-2-formyl-pyrrolo[2,3-b]pyridin-6-yl]cyclopropyl]carbamate C1(=CC=CC=C1)S(=O)(=O)N1C(=CC=2C1=NC(=CC2)C2(CC2)NC(OC(C)(C)C)=O)C=O